COC1=CC=C(CN(C2=NC(=NN3C2=NC=C3C(O)C3=CC(=CC=C3)CN3CCCCC3)OCCCC)CC3=CC=C(C=C3)OC)C=C1 (4-(bis(4-methoxybenzyl)amino)-2-butoxyimidazo[2,1-f][1,2,4]triazin-7-yl)(3-(piperidin-1-ylmethyl)phenyl)methanol